C1(CC1)C=1C(=C(OC=2N=NC3=CC=CC=C3C2C(=O)NN(C(=O)OC)CC2=C(C=C(C=C2)C)C)C=CC1)F methyl 2-(3-(3-cyclopropyl-2-fluorophenoxy)cinnoline-4-carbonyl)-1-(2,4-dimethylbenzyl)hydrazine-1-carboxylate